F[B-](F)(F)F.N[C@@H]([C@H](O)C)C(=O)O threonine fluoroborate